C1(=CC=C(C=C1)CN1CCNCCCNCCNCCC1)CN1CCNCCCNCCNCCC1 1'-[1,4-phenylenebis(methylene)]-bis[1,4,8,11-tetraazacyclotetradecane]